C1(CCC1)C1=CC=C(C=C1)N1N=C2CCN(CC3C2=C1CCN3)C(C=C)=O 1-(2-(4-cyclobutylphenyl)-2,3,4,5,5a,6,8,9-octahydro-7H-1,2,5,7-tetraazabenzo[cd]azulen-7-yl)prop-2-en-1-one